2-((1r,6s)-6-amino-2,2-difluorocyclohexyl)-N-(but-2-yn-1-yl)-5-chloro-3-iodothieno[3,2-b]pyridin-7-amine N[C@H]1CCCC([C@@H]1C1=C(C2=NC(=CC(=C2S1)NCC#CC)Cl)I)(F)F